2-{3-[(2R,6S)-2,6-dimethylmorpholine-4-carbonyl]-5,6-dihydrocyclopenta[c]pyrazol-1(4H)-yl}-1-[4-(5-fluoronaphthalen-1-yl)piperidin-1-yl]ethan-1-one C[C@@H]1CN(C[C@@H](O1)C)C(=O)C=1C2=C(N(N1)CC(=O)N1CCC(CC1)C1=CC=CC3=C(C=CC=C13)F)CCC2